N-((4-(5-amino-4-cyano-1-(piperidin-4-yl)-1H-pyrazol-3-yl)-1H-indol-7-yl)methyl)-5-fluoro-2-methoxybenzamide NC1=C(C(=NN1C1CCNCC1)C1=C2C=CNC2=C(C=C1)CNC(C1=C(C=CC(=C1)F)OC)=O)C#N